9,9-dibutylfluorene C(CCC)C1(C2=CC=CC=C2C=2C=CC=CC12)CCCC